C(C)(C)(C)OC(NC=1C(=NC=C(C1NC(C)=O)COC(F)F)C=1C=NC=CC1)=O acetamido-5-((difluoromethoxy)methyl)-[2,3'-bipyridine]-carbamic acid tert-butyl ester